C(C)(=O)N1CCC2(CCN(C2)C2=C(CN3CCN(CC3)C(=O)OC(C(F)(F)F)C(F)(F)F)C=CC(=C2)C(F)(F)F)CC1 1,1,1,3,3,3-Hexafluoropropan-2-yl 4-(2-(8-acetyl-2,8-diazaspiro[4.5]decan-2-yl)-4-(trifluoromethyl)benzyl)piperazine-1-carboxylate